N1=C(C(=NC(=C1C#N)C#N)C#N)C#N 2,3,5,6-pyrazin-tetranitrile